NC1=NC=C(C=C1O[C@H](C)C=1C=C(C=CC1)NC(=O)C=1C=CC2=C(S(C=C2)(=O)=O)C1)Cl (R)-N-(3-(1-((2-amino-5-chloropyridin-3-yl)oxy)ethyl)phenyl)benzo[b]thiophene-6-carboxamide 1,1-dioxide